O=C1NC(CCC1N1C(C2=CC(=C(C=C2C1=O)F)N1CCC(CC1)CN1CCN(CC1)CC1CCN(CC1)C1=NC=NC(=C1)C1=NNC2=CC=C(C=C12)OC1(CC1)C)=O)=O 2-(2,6-dioxo-3-piperidyl)-5-fluoro-6-[4-[[4-[[1-[6-[5-(1-methylcyclopropoxy)-1H-indazol-3-yl]pyrimidin-4-yl]-4-piperidyl]methyl]piperazin-1-yl]methyl]-1-piperidyl]isoindoline-1,3-dione